N-(1-(3,3-difluorocyclobutyl)-2-oxo-1,2-dihydropyridin-3-yl)-2-((1R,6S)-6-(difluoromethyl)-3-azabicyclo[4.1.0]heptan-3-yl)-4-((N-methylsulfamoyl)amino)benzamide FC1(CC(C1)N1C(C(=CC=C1)NC(C1=C(C=C(C=C1)NS(NC)(=O)=O)N1C[C@@H]2C[C@@]2(CC1)C(F)F)=O)=O)F